C\C(=C/CC=1C(=C(C(=O)O)C(=CC1O)CCCCSC)O)\CCC=C(C)C 3-[(2E)-3,7-dimethylocta-2,6-dien-1-yl]-2,4-dihydroxy-6-[4-(methylsulfanyl)butyl]benzoic acid